(2-(6-(2-Aminoethyl)pyridin-2-yl)cyclopropyl)methanol NCCC1=CC=CC(=N1)C1C(C1)CO